O[C@@H]1C[C@H](N(C1)C([C@H](C(C)(C)C)NC(COCCOCC(=O)O)=O)=O)C(NCC1=CC=C(C=C1)C1=C(N=CS1)C)=O 2-(2-(2-(((S)-1-((2S,4R)-4-Hydroxy-2-((4-(4-methylthiazol-5-yl)benzyl)carbamoyl)pyrrolidin-1-yl)-3,3-dimethyl-1-oxobutane-2-yl)amino)-2-oxoethoxy)ethoxy)acetic acid